ClC1=CC=C(C=C1)C1=NC2=C(N1[C@H](C(=O)NC1CCCCC1)C1CCOCC1)C=C(C(=C2)F)F (S)-2-[2-(4-chloro-phenyl)-5,6-difluoro-benzoimidazol-1-yl]-N-cyclohexyl-2-(tetrahydro-pyran-4-yl)-acetamide